6-((4-(Cyclopropanecarbonyl)-2-fluorobenzyl)oxy)-3',6'-dihydro-[2,4'-bipyridine] C1(CC1)C(=O)C1=CC(=C(COC2=CC=CC(=N2)C=2CC=NCC2)C=C1)F